N1=C(C=CC2=CC=C3C(=C12)C=CC=C3)C3=C(C=1C2(C4=CC=CC=C4C1C=C3)C3=CC=CC=C3C=3C=CC=CC32)C3=NC2=C1C(=CC=C2C=C3)C=CC=C1 bis(benzo[h]quinolin-2-yl)-9,9'-spirobifluorene